5,5-difluoro-1-(4-(4,4,5,5-tetramethyl-1,3,2-dioxaborolan-2-yl)benzyl)piperidin-3-ol FC1(CC(CN(C1)CC1=CC=C(C=C1)B1OC(C(O1)(C)C)(C)C)O)F